ClC1=CC=C(N=N1)C(C)(C)N1C(CCC1)=O 1-[1-(6-chloropyridazin-3-yl)-1-methyl-ethyl]pyrrolidin-2-one